CN1C[C@H]2N(C3=C(C=C(C=C3CC2)C=2N=C3C(=NC2)NC=C3C3=CC(=C(C(=O)N(C)CC(C)(C)O)C=C3)C)C)CC1 (S)-4-(2-(3,10-dimethyl-2,3,4,4a,5,6-hexahydro-1H-pyrazino[1,2-a]quinolin-8-yl)-5H-pyrrolo[2,3-b]pyrazin-7-yl)-N-(2-hydroxy-2-methylpropyl)-N,2-dimethylbenzamide